5-(2-(3-(6-methylpyridin-2-yl)-4-(quinolin-4-yl)-1H-pyrazol-1-yl)acetamido)picolinic acid CC1=CC=CC(=N1)C1=NN(C=C1C1=CC=NC2=CC=CC=C12)CC(=O)NC=1C=CC(=NC1)C(=O)O